C(CCC)OC1=C(C=CC(=C1)OCCCC)C1=NC=NC=N1 (2,4-bis-butoxyphenyl)-1,3,5-triazine